C(C)C1=NC(=NC(=N1)N)N 6-ethyl-1,3,5-triazine-2,4-diamine